[C@H]12C(C[C@H](C=C1)C2)C(=O)[O-] (1R,4R)-bicyclo[2.2.1]hept-5-ene-2-carboxylate